C(#CCCCCCC)C=1C=C(C=NC1)C(=O)OCC Ethyl 5-oct-1-ynylpyridine-3-carboxylate